ethyl 6-[5-(3,4-difluoro-2-methoxy-phenoxy)-3-methyl-2-(trifluoromethyl)-4-pyridyl]-4-[(4-methoxyphenyl)methoxy]-2-methyl-pyridine-3-carboxylate FC=1C(=C(OC=2C(=C(C(=NC2)C(F)(F)F)C)C2=CC(=C(C(=N2)C)C(=O)OCC)OCC2=CC=C(C=C2)OC)C=CC1F)OC